eicosatrienoic acid stearyl-eicosatrienoate C(CCCCCCCCCCCCCCCCC)OC(C=CC=CC=CCCCCCCCCCCCCC)=O.C(C=CC=CC=CCCCCCCCCCCCCC)(=O)O